NC1=NC=2C=CC(=CC2C2=C1C=NN2C)C(=O)N([C@H]2C=1C=CC(=NC1CCC2)C(F)(F)F)C 4-amino-N,1-dimethyl-N-((5R)-2-(trifluoromethyl)-5,6,7,8-tetrahydro-5-quinolinyl)-1H-pyrazolo[4,3-c]quinoline-8-carboxamide